FC1=CC=C(C=C1C1=CC(=CC=C1)OC)[C@H](CC(=O)OCC)NC(=O)NC=1C(N(C=CC1O)C)=O ethyl (S)-3-(6-fluoro-3'-methoxybiphenyl-3-yl)-3-(3-(4-hydroxy-1-methyl-2-oxo-1,2-dihydro pyridin-3-yl)ureido)propanoate